Methyl-4-oxa-3-silaheptan-6-yne CCC[SiH2]OCC#C